CC=1N=CC=2C(N1)=C(C(NC2)=O)N2CCNCC2 Methyl-8-(piperazin-1-yl)pyrido[4,3-d]pyrimidin-7(6H)-one